P(=O)(OC[C@@H](COC(CCCCCCCCCCCCCCC)=O)OC(CCCCCCC\C=C/CCCCCCCC)=O)(OCC[N+](C)(C)C)[O-] (R)-2-(oleoyloxy)-3-(palmitoyloxy)propyl (2-(trimethylammonio)ethyl) phosphate